NC1=NC2=CC(=CC=C2C=C1F)CN(C(=O)C=1C=NC(=NC1)C1CC1)C=1C(=NC=CC1)S(=O)(=O)C N-[(2-amino-3-fluoroquinolin-7-yl)methyl]-2-cyclopropyl-N-(2-methanesulfonylpyridin-3-yl)pyrimidine-5-carboxamide